Methyl 1-hydroxycyclopropanecarboxylate OC1(CC1)C(=O)OC